C(C=C)C=1C=C2C=C(C(OC2=C(C1)C1=C(C=CC(=C1)CC=C)O)=O)C(=O)O 6-allyl-8-(5-allyl-2-hydroxyphenyl)-2-oxo-2H-chromene-3-carboxylic acid